4-(1-(6-fluoro-1-methyl-[1,2,4]triazolo[4,3-a]quinazolin-5-yl)-2-methyl-1,2,3,4-tetrahydroquinolin-5-yl)-2-methylbut-3-yn-2-ol FC1=C2C(=NC=3N(C2=CC=C1)C(=NN3)C)N3C(CCC1=C(C=CC=C31)C#CC(C)(O)C)C